ClC=1N=C(NC1[C@H]1[C@H](CN(CC1)S(=O)(=O)C=CC(=O)NCC(F)(F)F)C)C1=NC=C(C=C1)F 3-[[(3R,4R)-4-[4-Chloro-2-(5-fluoro-2-pyridyl)-1H-imidazol-5-yl]-3-methyl-1-piperidyl]sulfonyl]-N-(2,2,2-trifluoroethyl)propenamide